COC1=C(C(=CC=C1)OC)C1=CC(=NN1CC(C)C)C(=O)N[C@H](C(=O)O)CCC1=CC=CC=C1 (2S)-2-{[5-(2,6-dimethoxyphenyl)-1-(2-methylpropyl)-1H-pyrazol-3-yl]formamido}-4-phenylbutanoic acid